ClC1=C(C=2N(C=N1)C=CN2)NC2=C(C(=CC=C2C)OC)C 7-chloro-N-(3-methoxy-2,6-dimethylphenyl)imidazo[1,2-c]pyrimidin-8-amine